2-FLUORO-5-(ISOPROPYLCARBAMOYL)BENZENEBORONIC ACID FC1=C(C=C(C=C1)C(NC(C)C)=O)B(O)O